ClC=1C=CC(=NC1)C1(C=CC=2C=CC=3CCNC(C3C2O1)C)C (5-chloropyridin-2-yl)-2,10-dimethyl-7,8,9,10-tetrahydro-2H-pyrano[3,2-H]isoquinoline